tert-Butyl N-[1-[4-(2,6-dioxo-3-piperidyl)phenyl]-4-piperidyl]-N-(2-oxoethyl)carbamate O=C1NC(CCC1C1=CC=C(C=C1)N1CCC(CC1)N(C(OC(C)(C)C)=O)CC=O)=O